3-(diphenylamino)phenol C1(=CC=CC=C1)N(C=1C=C(C=CC1)O)C1=CC=CC=C1